N[C@@H](CCCO)C1=CC=C(C=C1)F (S)-4-Amino-4-(4-fluorophenyl)butan-1-ol